CC(C)CCCCCCCCCC 2-methyldodecan